(1-methyl-1H-pyrazol-4-yl)-5-(6-(4-(methylsulfonyl)piperidin-1-yl)pyridin-3-yl)-1,6-naphthyridine CN1N=CC(=C1)C1=NC2=CC=NC(=C2C=C1)C=1C=NC(=CC1)N1CCC(CC1)S(=O)(=O)C